2-hexanyl-sn-glycero-3-phosphate C(CCCCC)O[C@H](CO)COP(=O)(O)O